2-indolyl-3-indolone N1C(=CC2=CC=CC=C12)C1=NC2=CC=CC=C2C1=O